2-Chloro-4-((5-chloropyrazin-2-yl)thio)nicotinonitrile ClC1=C(C#N)C(=CC=N1)SC1=NC=C(N=C1)Cl